(((3-(diethylamino) propoxy) carbonyloxy) methyl) propyl adipate C(CCCCC(=O)OCCC)(=O)OCOC(=O)OCCCN(CC)CC